Tertiary Butyl Isocyanate C(C)(C)(C)N=C=O